4-(2,6-difluorobenzyl)-1H-pyrazole hydrochloride Cl.FC1=C(CC=2C=NNC2)C(=CC=C1)F